6-oxo-4-phenyl-3,6-dihydropyridine O=C1C=C(CC=N1)C1=CC=CC=C1